CC=1C=C(C=C(C1)C)NC=1C2=C(N=CN1)N(C=C2)C2=CC(=C(C(=O)N)C=C2)NC2CCC(CC2)O 4-(4-((3,5-dimethylphenyl)amino)-7H-pyrrolo[2,3-d]pyrimidin-7-yl)-2-(((1r,4r)-4-hydroxycyclohexyl)amino)benzamide